CC=1C(=C(C(=O)O)C=C(C1)N(C)C)C=O methyl-5-dimethylamino-2-formylbenzoic acid